CN(C)CC(C)(C)O 2-(dimethylaminomethyl)-2-propanol